4-(4-(pyridin-4-yl)butyl)piperazin N1=CC=C(C=C1)CCCCN1CCNCC1